OCN1N=CC=CC1=O (Hydroxymethyl)pyridazin-3(2H)-one